3,4,5,6-tetrahydrobenzo[b]azepin-2(1H)-one N1C=2C(CCCC1=O)CC=CC2